C(C)(C)(C)OC(=O)N(C=1SC(=C(N1)C)C=1C=NC(=C(C1)NS(=O)(=O)C)OC)C(=O)OC(C)(C)C N,N-bis-tert-butoxycarbonyl-4-methyl-5-(5-methanesulfonamido-6-methoxypyridin-3-yl)-1,3-thiazol-2-amine